C(CC(C(=O)[O-])[NH3+])C(C[NH3+])O The molecule is an alpha-amino-acid cation obtained by deprotonation of the carboxy group and protonation of the two amino groups of 5-hydroxylysine. It is a conjugate acid of a 5-hydroxylysine.